(4-chloro-2-methylpyridin-3-yl)-2-((6-chloro-2-methylpyrimidin-4-yl)amino)thiazole-5-carboxamide ClC1=C(C(=NC=C1)C)C=1N=C(SC1C(=O)N)NC1=NC(=NC(=C1)Cl)C